zinc carbonate carbon [C+4].C([O-])([O-])=O.[Zn+2].C([O-])([O-])=O.C([O-])([O-])=O